(S)-4-((2-cyano-4-fluorophenyl)thio)-6-(1-(1-(2-hydroxypropyl)piperidin-4-yl)-5-methyl-1H-pyrazol-4-yl)pyrazolo[1,5-a]pyridine-3-carbonitrile C(#N)C1=C(C=CC(=C1)F)SC=1C=2N(C=C(C1)C=1C=NN(C1C)C1CCN(CC1)C[C@H](C)O)N=CC2C#N